ClC1=NC=CC(=N1)OCC1=C(C=C(C#N)C=C1)F 4-(((2-chloropyrimidin-4-yl)oxy)methyl)-3-fluorobenzonitrile